CC=1C=NN(C1)C1=CC=C(C(=C1)C1=CC=C(C=C1)CN1C(=NN=C1)C)C#N 5-(4-Methyl-1H-pyrazol-1-yl)-4'-((3-methyl-4H-1,2,4-triazol-4-yl)methyl)-[1,1'-biphenyl]-2-carbonitrile